(6aS,9aR)-9a-amino-3-ethoxy-8-glycyloctahydro-[1,2]oxaborocino[6,7-c]pyrrol-1(3H)-one N[C@]12[C@H](CN(C1)C(CN)=O)CCCB(OC2=O)OCC